laurylaniline C(CCCCCCCCCCC)NC1=CC=CC=C1